furan-2-carbonitrile HCl Salt Cl.O1C(=CC=C1)C#N